(R/S)-2-(3-(3-(dimethylamino)phenyl)-3-methoxyazetidin-1-yl)-4-((1-(hydroxymethyl)cyclobutyl)amino)-6,7-dihydrothieno[3,2-d]pyrimidine 5-oxide CN(C=1C=C(C=CC1)C1(CN(C1)C=1N=C(C2=C(N1)CC[S@]2=O)NC2(CCC2)CO)OC)C |r|